ClC1=CC=C(C=C1)CC(C(=O)OC)NC(=O)OCC(Cl)(Cl)Cl methyl 3-(4-chlorophenyl)-2-(((2,2,2-trichloroethoxy)carbonyl)amino)propanoate